1-Acetyl-6-(1-cyclopropyl-1H-pyrazol-3-yl)-2,3-dihydro-1H-imidazo[1,2-a]imidazol C(C)(=O)N1C=2N(CC1)C=C(N2)C2=NN(C=C2)C2CC2